C(C)OCCOCCOC(=O)N1CCC(CC1)N1N=CC=2C1=NC(=NC2NC(=O)C=2SC(=CC2)[N+](=O)[O-])C=2SC=CC2 2-(2-ethoxyethoxy)ethyl-4-(4-(5-nitrothiophene-2-carboxamido)-6-(thiophen-2-yl)-1H-pyrazolo[3,4-d]pyrimidin-1-yl)piperidine-1-carboxylate